(3-butenyl) (2-propynyl)methylphosphonate C(C#C)CP(OCCC=C)([O-])=O